1-(3-(methoxymethoxy)phenyl)ethanone COCOC=1C=C(C=CC1)C(C)=O